8-amino-9-(3-hydroxy-2,6-dimethylphenyl)-9H-pyrrolo[2,3-c][1,2,4]triazolo[1,5-a]pyridine-7-carboxamide NC1=C(C2=C(C=3N(C=C2)N=CN3)N1C1=C(C(=CC=C1C)O)C)C(=O)N